ClC=1C=C(NC2(CCC3([C@@H](CC4=CC=C(C=C34)OCCOC)C[C@H](COC3=C4C(=NC=C3)C=CS4)C)CC2)C(=O)O)C=CC1 (1r,2'R,4R)-4-(3-chloroanilino)-6'-(2-methoxyethoxy)-2'-{(2R)-2-methyl-3-[(thieno[3,2-b]pyridin-7-yl)oxy]propyl}-2',3'-dihydrospiro[cyclohexane-1,1'-indene]-4-carboxylic acid